1-cyclopropyl-6-fluoro-7-(1-acetyl-octahydro-6H-pyrrolo[3,4-b]pyridin-6-yl)-3-(3,4-dioxomethylenecinnamoyl)-8-methoxyquinolin-4(1H)-one C1(CC1)N1C=C(C(C2=CC(=C(C(=C12)OC)N1CC2N(CCCC2C1)C(C)=O)F)=O)C(C=CC1=CC(C(C=C1)=C=O)=C=O)=O